FC(N1C(=NC2=C1C=CC=C2)N2CCC(CC2)OC2=CC=C1C(=NN(C1=C2)C)C2=CC(=CC=C2)C(F)F)F 6-((1-(1-(difluoromethyl)-1H-benzo[d]imidazol-2-yl)piperidin-4-yl)oxy)-3-(3-(difluoromethyl)phenyl)-1-methyl-1H-indazole